C(=O)O.C(=O)O.N[C@@H](C(=O)NC[C@@H](CNC(C1=C(C=C(C=C1)NC=1C=2N(C=CN1)C(=CN2)C2=C(C(=C(C=C2)OC)F)F)CC)=O)C)CCNC(=N)N |&1:12| rac-N-(3-((R)-2-amino-4-guanidinobutanamido)-2-methylpropyl)-4-((3-(2,3-difluoro-4-methoxyphenyl)imidazo[1,2-a]pyrazin-8-yl)amino)-2-ethylbenzamide diformate